C(C)C1=C(C=CC=C1)C(/C=C(/C=O)\C)(CC=C(C)C)C (E)-4-(2-ethylphenyl)-2,4,7-trimethylocta-2,6-dienal